1-(4-chlorophenyl)-4-phenyl-3-butyn-2-one ClC1=CC=C(C=C1)CC(C#CC1=CC=CC=C1)=O